FC1(CCC(CC1)C1=NC=CC(=C1NC(C1=CN=C(C=C1)OC(C)C)=O)C1=NC=CC=C1F)F N-(2'-(4,4-difluorocyclohexyl)-3-fluoro-[2,4'-bipyridine]-3'-yl)-6-isopropoxynicotinamide